2-(4-((tert-Butoxycarbonyl)amino)pyrimidin-1(2H)-yl)acetic acid C(C)(C)(C)OC(=O)NC1=NCN(C=C1)CC(=O)O